5-(carboxymethylaminomethyl)-uracil C(=O)(O)CNCC=1C(NC(NC1)=O)=O